CC1=C(CNC2=NC(=NC=C2C(=O)N)NC=2C=NN(C2)C)C(=CC=C1)C 4-((2,6-dimethylbenzyl)amino)-2-((1-methyl-1H-pyrazol-4-yl)amino)pyrimidin-5-carboxamide